C(C)(C)(C)OC(=O)N1C[C@@H]([C@@H](C1)O[Si](C)(C)C(C)(C)C)CN(C)C(=O)OCC1=CC=CC=C1.C(C)(C)(CC)C1C(CCCC1)(OOC(C)(C)C)OOC(C)(C)C t-amyl-1,1-di(t-butylperoxy)cyclohexane (3S,4S)-tert-butyl-3-((((benzyloxy)carbonyl)(methyl)amino)methyl)-4-((tertbutyldimethylsilyl)oxy)pyrrolidine-1-carboxylate